CN(C)CCOCCOCCOCC(=O)NC1=CC=C(C=C1)NC1=NC=C(C(=N1)NCC1=CC(=CC=C1)S(=O)(=O)C)C(F)(F)F 2-methyl-N-(4-((4-((3-(methylsulfonyl)benzyl)amino)-5-(trifluoromethyl)pyrimidin-2-yl)amino)phenyl)-5,8,11-trioxa-2-azatridecan-13-amide